ClC1=C(C(=O)NC(NC=2C(=NC=CC2)C(F)(F)F)=O)C=CC(=N1)C(F)(F)F 2-Chloro-6-(trifluoromethyl)-N-((2-(trifluoromethyl)pyridin-3-yl)carbamoyl)nicotinamide